[6-chloro-1-(hydroxymethyl)tetraline-1-yl]methanol ClC=1C=C2CCCC(C2=CC1)(CO)CO